N-[(1S)-1-[5-[methoxy(methyl)amino]-2-pyrimidin-2-yl-1,2,4-triazol-3-yl]ethyl]carbamic acid tert-butyl ester C(C)(C)(C)OC(N[C@@H](C)C=1N(N=C(N1)N(C)OC)C1=NC=CC=N1)=O